6-sulfonyl-1,2,4-triazolo[3,4-b][1,3,4]thiadiazole S(=O)(=O)=C1NN2C(S1)=NN=C2